C(C1=CC=CC=C1)(=O)[O-].C(C)[NH+](CC)CC1=CC=CC=C1 N,N-diethylbenzylammonium benzoate